2-(4-((4-chloro-5-(trifluoromethyl)pyrimidin-2-yl)amino)-1H-indazol-1-yl)acetonitrile ClC1=NC(=NC=C1C(F)(F)F)NC1=C2C=NN(C2=CC=C1)CC#N